C1(=CC=CC=C1)C1=NC(=NC(=C1)C1=CC=CC=C1)C=1C(=C(C#N)C(=C(C1N1C2=C(C3=CC=CC=C13)C=CC=N2)N2C1=C(C3=CC=CC=C23)C=CC=N1)N1C2=C(C3=CC=CC=C13)C=CC=N2)N2C1=C(C3=CC=CC=C23)C=CC=N1 3-(4,6-diphenylpyrimidin-2-yl)-2,4,5,6-tetrakis(9H-pyrido[2,3-b]indol-9-yl)benzonitrile